C1(CC1)S(=O)(=O)N1N=CC(=C1)C1=NC=CC(=N1)C1(NC=C(C(=C1)NC(C)C)C#CCCOC)N 2-(2-(1-(Cyclopropylsulfonyl)-1H-pyrazol-4-yl)pyrimidin-4-yl)-N4-isopropyl-5-(4-methoxybut-1-yn-1-yl)pyridine-2,4-diamine